C1CCC2=C(C=3CCCC3C=C12)NC(=O)N=S(=O)(N)C1=CN=C(S1)C(COCCOCC1=CC=CC=C1)(COCCOCC1=CC=CC=C1)O N'-((1,2,3,5,6,7-hexahydro-s-indacen-4-yl)carbamoyl)-2-(7-hydroxy-1,13-diphenyl-2,5,9,12-tetraoxatridecan-7-yl)thiazole-5-sulfonimidamide